1-(1-methoxyisoquinolin-5-yl)-2-oxo-7-(trifluoromethoxy)-1,2-dihydroquinoline-3-carboxylate COC1=NC=CC2=C(C=CC=C12)N1C(C(=CC2=CC=C(C=C12)OC(F)(F)F)C(=O)[O-])=O